COC=1N=CC(=NC1)NC(=O)N1CCC2(CC1)CCC(CC2)N(C=2C1=C(N=CN2)NC=C1)C N-(5-methoxypyrazin-2-yl)-9-(methyl(7H-pyrrolo[2,3-d]pyrimidin-4-yl)amino)-3-azaspiro[5.5]undecane-3-carboxamide